CNC1=NC=C(C2=CC=NC=C12)C(=O)O 1-(methylamino)-2,7-naphthyridine-4-carboxylic acid